CC([C@@H](C(N1[C@@H](CCC1)C(=O)N1C[C@H](CCC1)C1=CC=CC=C1)=O)NC(=O)C1=CC2=C(S1)C=CC(=C2)C(F)(F)P(O)(O)=O)(C)C ((2-(((S)-3,3-dimethyl-1-oxo-1-((S)-2-((R)-3-phenylpiperidine-1-carbonyl)pyrrolidin-1-yl)butan-2-yl)carbamoyl)benzo[b]thiophen-5-yl)difluoromethyl)phosphonic acid